spiro[4,5-dihydrothieno[2,3-c]pyran-7,4'-piperidine]-1'-carboxylate N1(CCC2(CC1)OCCC1=C2SC=C1)C(=O)[O-]